C1(=CC(=CC(=C1)C)C)C(CCCCCCCCO)CCCCCCCCC.[Na] sodium 9-(3,5-xylyl)octadecanol